C(C)(C)C1=C(C=CC=C1)C1=CC2=C(C=N1)CCN2CC2=CC=C(C=C2)N2N=C(C(=C2)C(F)(F)F)C 6-(2-Isopropylphenyl)-1-(4-(3-methyl-4-(trifluoromethyl)-1H-pyrazol-1-yl)benzyl)-2,3-dihydro-1H-pyrrolo[3,2-c]pyridine